N-(4-(4-amino-3-(3-methoxy-4-((6-methylpyridin-2-yl)oxy)phenyl)-7-oxo-6,7-dihydro-2H-pyrazolo[3,4-d]pyridazin-2-yl)phenyl)acrylamide NC=1C=2C(C(NN1)=O)=NN(C2C2=CC(=C(C=C2)OC2=NC(=CC=C2)C)OC)C2=CC=C(C=C2)NC(C=C)=O